2-(2,6-dioxopiperidin-3-yl)-5-((5-oxo-5-(4-(4-(7-(piperazin-1-yl)quinoxalin-2-yl)-1H-pyrazol-1-yl)piperidin-1-yl)pentyl)amino)isoindoline-1,3-dione O=C1NC(CCC1N1C(C2=CC=C(C=C2C1=O)NCCCCC(N1CCC(CC1)N1N=CC(=C1)C1=NC2=CC(=CC=C2N=C1)N1CCNCC1)=O)=O)=O